(2S)-Pentane-1,2,5-triol C([C@H](CCCO)O)O